methyl-2-[5-chloro-(2H)-benzotriazol-2-yl]-4-methyl-6-(tert-butyl)phenol CC=1C(=C(C(=CC1C)C(C)(C)C)O)N1N=C2C(=N1)C=CC(=C2)Cl